4-bromo-6-chloro-3-acetaminopyridine-2-carboxylic acid BrC1=C(C(=NC(=C1)Cl)C(=O)O)NC(=O)C